4-(5-(1-propenoylpyrrolidin-3-yl)-1-aminopyrrolo[1,2-c]pyrimidin-7-yl)-N-(4-cyclopropylpyridin-2-yl)benzamide C(C=C)(=O)N1CC(CC1)C=1C=C(N2C(=NC=CC21)N)C2=CC=C(C(=O)NC1=NC=CC(=C1)C1CC1)C=C2